C(=O)(O)C1=CC=2C(=NN(N2)C2=C(C=C(C=C2)OC)OC)C=C1 5-carboxy-2-(2,4-dimethoxyphenyl)-2H-benzotriazole